4-(N,N-dimethyl)aniline magnesium bromide CN(C)C1=CC=[C-]C=C1.[Mg+2].[Br-]